ClC1=NC=CC=C1N1N=C(C=C1)NC(C1=C(C=CC=C1)I)=O N-[1-(2-Chloropyridin-3-yl)-1H-pyrazol-3-yl]-2-iodobenzamide